tert-Butyl (3S,4R)-4-phenyl-3-(isoquinolin-5-ylcarbamoyl)pyrrolidine-1-carboxylate C1(=CC=CC=C1)[C@H]1[C@@H](CN(C1)C(=O)OC(C)(C)C)C(NC1=C2C=CN=CC2=CC=C1)=O